C(C1=CC=CC=C1)SC1=C(C=CC(=C1)C1C(C1)(F)F)OC benzyl-(5-(2,2-difluorocyclopropyl)-2-methoxyphenyl)sulfane